2-((4-bromophenoxy)methyl)-6-(1-methylcyclopropyl)-1,4-dioxane BrC1=CC=C(OCC2OC(COC2)C2(CC2)C)C=C1